5-(2,4-dimethylthiazol-5-yl)pyrimidin-2-amine CC=1SC(=C(N1)C)C=1C=NC(=NC1)N